CN1CCC2(CCNC2)CC1 8-methyl-2,8-diazaspiro[4.5]decane